CN1C2=C(CCCC1)N=C(C=C2)NC=2C=CC(=C1CN(C(C21)=O)C(=O)OC(C)(C)C)C=2C=NN1C2C=CC(=C1)C Tert-butyl 7-((5-methyl-6,7,8,9-tetrahydro-5H-pyrido[3,2-b]azepin-2-yl) amino)-4-(6-methylpyrazolo[1,5-a]pyridin-3-yl)-1-oxoisoindoline-2-carboxylate